tert-butyl 4-((4-(2'-(benzyloxy)-6'-oxo-5',6'-dihydro-[2,3-bipyridin]-6-yl)piperazin-1-yl)methyl)piperidine-1-carboxylate C(C1=CC=CC=C1)OC1=NC(CC=C1C1=NC(=CC=C1)N1CCN(CC1)CC1CCN(CC1)C(=O)OC(C)(C)C)=O